C1=CC2=CC=C(C3=CC=CC1=C23)CC(=O)N 2-(acenaphthylen-5-yl)acetamide